S(=O)(=O)(O)O.C(C)N1CN(C=C1)C 1-ethyl-3-methylimidazole hydrogensulfate